CC1(O[C@@H]2[C@@H](C(N[C@@H]2C(=O)O)=O)O1)C (3aS,4S,6aS)-2,2-dimethyl-6-oxo-tetrahydro-[1,3]dioxolo[4,5-c]pyrrole-4-carboxylic acid